4-(4,6-bis(2,4-dimethylphenyl)-1,3,5-triazin-3-yl)benzene CC1=C(C=CC(=C1)C)C=1N(CN=C(N1)C1=C(C=C(C=C1)C)C)C1=CC=CC=C1